4-(aminomethyl)-1-(benzenesulfonyl)-1H-pyrrole NCC=1C=CN(C1)S(=O)(=O)C1=CC=CC=C1